C(CCCCC)(=O)OCN1C(C=C(C2=CC=C(C=C12)CCN1CCN(CC1)C1=CC(=CC2=C1C=CS2)F)C)=O (7-(2-(4-(6-fluorobenzothiophen-4-yl)piperazin-1-yl)ethyl)-4-methyl-2-oxoquinoline-1(2H)-yl)methyl hexanoate